ClC1=CC(=C(COC2=CC=CC(=N2)C2=CC(N(C=C2)CC2=NC=3C(=NC(=CC3)C(=O)O)N2C[C@H]2OCC2)=O)C=C1)F (S)-2-((6-((4-chloro-2-fluorobenzyl)oxy)-2'-oxo-[2,4'-bipyridine]-1'(2'H)-yl)methyl)-3-(oxetan-2-ylmethyl)-3H-imidazo[4,5-b]pyridine-5-carboxylic acid